CC=1C=C(CC2(CC2)C(=O)O)C=CC1 1-(3-methylbenzyl)cyclopropanecarboxylic acid